C(C)(C)N1CCN(CC1)C(CC1=CC=C(C=C1)C1=C2C(=NC(=C1)NC(=O)C1CC1)NC=C2)=O N-(4-(4-(2-(4-isopropylpiperazin-1-yl)-2-oxoethyl)phenyl)-1H-pyrrolo[2,3-b]pyridin-6-yl)cyclopropylcarboxamide